C(C)(C)(C)C=1C=C(C(=NC1)OC)S(=O)(=O)NC(=O)C1=CC2=CC=CC(=C2C=C1)N1N=CC=C1 N-((5-(tert-butyl)-2-methoxypyridin-3-yl)-sulfonyl)-5-(1H-pyrazol-1-yl)-2-naphth-amide